[Pd](O)O.NC1=NC=CC(=C1Cl)SC1=C(N=C(C(=N1)CO)N1CCC2(CC1)[C@@H](C=1C(=NC=CC1)C2)N)C (S)-(6-((2-amino-3-chloropyridin-4-yl)thio)-3-(5-amino-5,7-dihydrospiro[cyclopenta[b]pyridin-6,4'-piperidin]-1'-yl)-5-methylpyrazin-2-yl)methanol Palladium hydroxide